FC=1C=C2N=CC(=NC2=CC1)C=1C=C2CN(C(C2=CC1)=O)C1C(NC(CC1)=O)=O 3-[5-(6-fluoroquinoxalin-2-yl)-1-oxo-2,3-dihydro-1H-isoindol-2-yl]piperidine-2,6-dione